COC=1C=C2[C@]3(C(NC2=CC1)=O)[C@@H](C3)C3=CC=C1C(=NNC1=C3)NC3=CC=CC=1C(COC13)=O (1R,2S)-5'-methoxy-2-[3-[(3-oxo-2H-1-benzofuran-7-yl)amino]-1H-indazol-6-yl]-1'H-spiro[cyclopropane-1,3'-indol]-2'-one